C(C1=CC=CC=C1)OC(=O)N[C@H](CC1=CNC=N1)C(=O)O benzyloxycarbonyl-D-histidine